3-(5-Chloropyrazin-2-yl)-6-((6-methoxypyridin-3-yl)methyl-d)-3,6-diazaBicyclo[3.1.1]Heptane ClC=1N=CC(=NC1)N1CC2N(C(C1)C2)C([2H])C=2C=NC(=CC2)OC